C(=O)NC1=NC=CC=C1 formamidyl-pyridine